C1(=CC=CC=C1)S(=O)(=O)OC1=C(C=CC=C1)NC(=O)NC1=CC(=CC=C1)OS(=O)(=O)CC1=CC=CC=C1 N-[2-(benzenesulfonyloxy)phenyl]-N'-[3-(benzylsulfonyloxy)phenyl]urea